Citrulline-D4 [2H]C(CCNC(=O)N)[C@@]([2H])(C(=O)O)N([2H])[2H]